NCC1=CC=C(C=C1)NC(=O)C1=CC2=C(OCCC3=C2SC=C3)C=C1C=1C(=NC(=CC1)N1CCOCC1)C(=O)O 3-(9-((4-(aminomethyl)phenyl)carbamoyl)-4,5-dihydrobenzo[b]thieno[2,3-d]oxepin-8-yl)-6-morpholinopicolinic acid